CC1=NOC(=C1C1=CC2=C(N(C(=N2)[C@@H]2CCC(N2)=O)C2CCN(CC2)S(=O)(=O)C)C=C1)C (S)-5-(5-(3,5-dimethylisoxazol-4-yl)-1-(1-(methylsulfonyl)piperidin-4-yl)-1H-benzo[d]Imidazol-2-yl)pyrrolidin-2-one